NC(C(C)C=1C=C(C=CC1F)NC(C1=C(C=CC(=C1)C(F)(F)F)OC1=C(C=C(C=C1)F)C)=O)=O N-(3-(1-amino-1-oxopropan-2-yl)-4-fluorophenyl)-2-(4-fluoro-2-methylphenoxy)-5-(trifluoromethyl)benzamide